[1,2,4]triazolo[1,5-a]pyridin-7-ol hydrochloride Cl.N=1C=NN2C1C=C(C=C2)O